2',5'-di-O-acetyl-3'-deoxyadenosine C(C)(=O)O[C@H]1[C@@H](O[C@@H](C1)COC(C)=O)N1C=NC=2C(N)=NC=NC12